1-Undecyl-2-ethylpyrrolidinium cyanid [C-]#N.C(CCCCCCCCCC)[NH+]1C(CCC1)CC